N1(N=CC=C1)C1=CC=C(CN(C=2C=C(CN3C(CNCC3)=O)C=CC2)CC2=CC(=CC=C2)OC)C=C1 1-(3-((4-(1H-pyrazol-1-yl)benzyl)(3-methoxybenzyl)amino)benzyl)piperazin-2-one